4-methoxy-3-(1-(pyrimidin-5-yl)pyrrolidin-3-yl)-N-(5-(trifluoromethyl)pyridin-3-yl)benzamide COC1=C(C=C(C(=O)NC=2C=NC=C(C2)C(F)(F)F)C=C1)C1CN(CC1)C=1C=NC=NC1